FC(C)(F)C1=CC(=NN1C)C12CCC(CC1)(CC2)CN(C(OC(C(F)(F)F)(C)C)=O)C=2C=C(C=CC2)C2=CC=C(C=C2)OC(C)C 1,1,1-trifluoro-2-methylpropan-2-yl ((4-(5-(1,1-difluoroethyl)-1-methyl-1H-pyrazol-3-yl)bicyclo[2.2.2]octan-1-yl)methyl)(4'-isopropoxy-[1,1'-biphenyl]-3-yl)carbamate